CCCCCCCCCCCCCCC[C@H]([C@H](CO)[NH3+])O The molecule is a cationic sphingoid obtained by protonation of the amino group of sphinganine. It has a role as a human metabolite and a Saccharomyces cerevisiae metabolite. It is a conjugate acid of a sphinganine.